1-((3,3-difluorocyclobutyl)methyl)-3-(1,1-difluoroethyl)-4-methyl-1H-pyrazole FC1(CC(C1)CN1N=C(C(=C1)C)C(C)(F)F)F